CN(C(=S)C1=CC2=CC=CC=C2C=C1)C N,N-dimethyl-2-thionaphthamide